C(CCCCCCCCC)(=O)OC methyl decanoate